C1C(C[C@@H](C([C@H]1OC(=O)/C=C/C2=CC(=C(C=C2)O)O)O)OC(=O)/C=C/C3=CC(=C(C=C3)O)O)(O)C(=O)O 3,5-di-caffeoylquinic acid